4-(5-methoxy-2-methyl-4-nitrophenyl)-1-methyl-1,2,3,6-tetrahydropyridine COC=1C(=CC(=C(C1)C=1CCN(CC1)C)C)[N+](=O)[O-]